C(\C=C\CCCCCC)(=O)OC(CCCCCCCCCCBr)CC (E)-8-bromooctyl-3-pentanyl non-2-enoate